bis(1-octyloxy-2,2,6,6-tetramethylpiperidyl) succinate C(CCC(=O)OC1C(N(C(CC1)(C)C)OCCCCCCCC)(C)C)(=O)OC1C(N(C(CC1)(C)C)OCCCCCCCC)(C)C